Benzyl N-[(1S,2S,3S,5R)-8-[7-(5-chloro-3-methyl-4-oxo-3,4-dihydroquinazolin-6-yl)-5-(dimethylsulfamoyl)-5H-pyrrolo[2,3-b]pyrazin-3-yl]-2-fluoro-8-azabicyclo[3.2.1]octan-3-yl]carbamate ClC1=C2C(N(C=NC2=CC=C1C1=CN(C2=NC(=CN=C21)N2[C@@H]1[C@H]([C@H](C[C@H]2CC1)NC(OCC1=CC=CC=C1)=O)F)S(N(C)C)(=O)=O)C)=O